Cl.NCC=1C(NC(NC1)=O)=O 5-(aminomethyl)pyrimidine-2,4(1H,3H)-dione hydrochloride